FC1=CC=C(C=C1)C=1C=C2C(NC(NC2=CC1)=O)=O 6-(4-fluorophenyl)quinazoline-2,4-dione